7-(2-Fluorophenyl)-6-methyl-1-(2-methyl-6-(2-propanyl)phenyl)-4-((2S)-2-methyl-4-(2-propenoyl)-1-piperazinyl)pyrido[2,3-d]pyrimidin-2(1H)-one FC1=C(C=CC=C1)C=1C(=CC2=C(N(C(N=C2N2[C@H](CN(CC2)C(C=C)=O)C)=O)C2=C(C=CC=C2C(C)C)C)N1)C